FC(C=1C=NC(=NC1)N1CCN(CC1)C(=O)OC1=CC(=C(C=C1)C)C1=CNC(C(=C1)C(F)(F)F)=O)(F)F 4-Methyl-3-(6-oxo-5-(trifluoromethyl)-1,6-dihydropyridin-3-yl)phenyl 4-(5-(trifluoromethyl)pyrimidine-2-yl)piperazine-1-carboxylate